C[C@@H]1C[C@H](CN1)OC1=C(C=NC=C1C(F)(F)F)NCC=1C=C2N=CC=NC2=CC1 4-(((3R,5R)-5-methylpyrrolidin-3-yl)oxy)-N-(quinoxalin-6-ylmethyl)-5-(trifluoromethyl)pyridin-3-amine